N1(NCCC1)C1SCCN1 pyrazolidinyl-thiazolidine